FC1=C(C(=O)NC)C=CC(=C1)NC=1N=CC2=C(N1)CN(CC2)C2=C(C1=C(OCCN1)N=C2)C fluoro-N-methyl-4-((7-(8-methyl-2,3-dihydro-1H-pyrido[2,3-b][1,4]oxazin-7-yl)-5,6,7,8-tetrahydropyrido[3,4-d]pyrimidin-2-yl)amino)benzamide